N-((3-nitro-4-((1-(tetrahydro-2H-pyran-4-yl)cyclopropyl)amino)phenyl)sulfonyl)benzamide [N+](=O)([O-])C=1C=C(C=CC1NC1(CC1)C1CCOCC1)S(=O)(=O)NC(C1=CC=CC=C1)=O